CN1N=C(C=C1S(=O)(=O)N1CC2(C1)CN(C2)C2(CCOCC2)C)C(F)(F)F 2-((1-methyl-3-(trifluoromethyl)-1H-pyrazol-5-yl)sulfonyl)-6-(4-methyltetrahydro-2H-pyran-4-yl)-2,6-diazaspiro[3.3]heptane